OC1=C(C=CC=C1)C1C(N(CC(=C1)C1=C(C=CC=C1)O)C)=O 3,5-bis(hydroxyphenyl)-N-methyl-3,6-dihydropyridin-2(1H)-one